(1-methyl-2,3-dihydro-1H-indol-5-yl)methan-amine CN1CCC2=CC(=CC=C12)CN